C(#N)[C@H](CC1=CC=C(C=C1)C1=CC=C(C=C1)C#N)NC(OC(C)(C)C)=O Tert-Butyl [(1S)-1-Cyano-2-(4'-Cyanobiphenyl-4-yl)Ethyl]Carbamate